C(C)(=O)[O-].[Al+3].C(C)(=O)[O-].C(C)(=O)[O-] Aluminium Acetat